tris(tert-butyldimethylsilyl)phosphate [Si](C)(C)(C(C)(C)C)OP(=O)(O[Si](C)(C)C(C)(C)C)O[Si](C)(C)C(C)(C)C